BrC1=CC=C(C=C1)NS(=O)(=O)C=1C=C(C=CC1)NC(=O)C1=CC2=C(OCO2)C=C1 N-(3-(N-(4-bromophenyl)sulfamoyl)phenyl)benzo[d][1,3]dioxole-5-carboxamide